(E)-2,2,2-trifluoro-N-methyl-acetamide FC(C(=O)NC)(F)F